cyclopropyl-4-(4-nitrophenyl)piperazine C1(CC1)N1CCN(CC1)C1=CC=C(C=C1)[N+](=O)[O-]